N1(CCCCC1)C1CCN(CC1)C1CCN(CC1)C1=C(C=NC2=CC=C(C=C12)S(=O)C)S(=O)(=O)C1=CC=C(C=C1)OCCCCCCC 4-([1,4':1',4''-terpiperidin]-1''-yl)-3-((4-(heptyloxy)phenyl)sulfonyl)-6-(methylsulfinyl)quinoline